[Na].OS(=O)(=O)N1C(CCC1=O)=O N-hydroxysulfonyl-succinimide sodium salt